Cl.C(C1=CC=CC=C1)SC=1C=C(C(=NC1)CN)F (5-(benzylthio)-3-fluoropyridin-2-yl)methanamine hydrochloride